5-(2,6-dimethylpyridin-4-yl)-4'-(3,6-diphenyl-9H-carbazol-9-yl)-[1,1'-biphenyl]-2-carbonitrile CC1=NC(=CC(=C1)C1=CC=C(C(=C1)C1=CC=C(C=C1)N1C2=CC=C(C=C2C=2C=C(C=CC12)C1=CC=CC=C1)C1=CC=CC=C1)C#N)C